CNCCC(CCCCCCCCC)CCCCCCCC1C(C1)CCCCCCCC N-methyl-3-(7-(2-octylcyclopropyl)heptyl)dodecane-1-amine